NC1=NN=C(S1)SCC(=O)N1CC2=CC=CC=C2C1 2-[(5-amino-1,3,4-thiadiazol-2-yl)sulfanyl]-1-(1,3-dihydro-2H-isoindol-2-yl)ethanone